3-(4-methoxy-3,5-dimethylphenyl)benzene COC1=C(C=C(C=C1C)C=1C=CC=CC1)C